C1(CC1)N(CC[C@@H](C(=O)O)NC(=O)C1CCC2=CC=CC=C12)CCCCC1=NC=2NCCCC2C=C1 (2S)-4-(cyclopropyl(4-(5,6,7,8-tetrahydro-1,8-naphthyridin-2-yl)butyl)amino)-2-(2,3-dihydro-1H-indene-1-carboxamido)butanoic acid